(((cis)-4-methoxycyclohexyl)amino)quinazolin-4(3H)-one CO[C@H]1CC[C@H](CC1)NC1=NC2=CC=CC=C2C(N1)=O